(6-bromo-2-methoxyquinolin-3-yl)(5-methylthiophene-2-yl)methanol BrC=1C=C2C=C(C(=NC2=CC1)OC)C(O)C=1SC(=CC1)C